(S)-N-hydroxy-1-(2-(4-(pyrimidin-5-yl)phenyl)acetyl)pyrrolidine-2-carboxamide ONC(=O)[C@H]1N(CCC1)C(CC1=CC=C(C=C1)C=1C=NC=NC1)=O